C(C)(C)(C)OC(=O)N1CC2CCC(C1)N2CC2=C(N=C1N2C=CC=C1)C1=CC=C(C=C1)Cl tert.-Butyl-8-{[2-(4-chlorophenyl)imidazo[1,2-a]-pyridin-3-yl]methyl}-3,8-diazabicyclo[3.2.1]octan-3-carboxylat